C(C1=CC=CC=C1)OC[C@H]1CN(CC(O1)CBr)S(=O)(=O)C1=C(C=CC=C1)[N+](=O)[O-] (2R)-2-((benzyloxy)methyl)-6-(bromomethyl)-4-((2-nitrophenyl)-sulfonyl)morpholine